C1(CC1)C1=C2C(=C(C(NC2=CC=N1)=O)CC(=O)N[C@@H](C)C1=C(C=C(C=C1)F)F)C(F)(F)F 2-[5-cyclopropyl-2-oxo-4-(trifluoromethyl)-1H-1,6-naphthyridin-3-yl]-N-[(1S)-1-(2,4-difluorophenyl)ethyl]acetamide